(3E)-1-chloro-14,14-dipropoxy-3-tetradecene ClCC\C=C\CCCCCCCCCC(OCCC)OCCC